ClC1=NC=C(C(=C1)N1C(C(=C(C=C1C)OCC1=NC=C(C=C1F)F)Cl)=O)C1CC1 2',3-dichloro-5'-cyclopropyl-4-((3,5-difluoropyridin-2-yl)methoxy)-6-methyl-2H-[1,4'-bipyridin]-2-one